BrC1=CC(=C(C=C1)C(C(=O)OC)(C)C)[N+](=O)[O-] methyl 2-(4-bromo-2-nitrophenyl)-2-methylpropanoate